(arabinofuranosyl)guanine C1([C@@H](O)[C@H](O)[C@H](O1)CO)NC=1NC(C=2NC=NC2N1)=O